6-(4-(dimethoxymethyl)piperidin-1-yl)-4-fluorophthalazin-1(2H)-one COC(C1CCN(CC1)C=1C=C2C(=NNC(C2=CC1)=O)F)OC